1,2-benzoisothiazolin-3(2H)-one S1NC(C2=C1C=CC=C2)=O